1-(3-(3-(1H-pyrazol-1-yl)quinoxaline-6-carbonyl)-4-chloro-2-fluorophenyl)-3-(3-fluorophenyl)urea N1(N=CC=C1)C=1C=NC2=CC=C(C=C2N1)C(=O)C=1C(=C(C=CC1Cl)NC(=O)NC1=CC(=CC=C1)F)F